4,7-Bis-dimethylamino-3,10,12,12a-tetrahydroxy-1,11-dioxo-1,4,4a,5,5a,6,11,12a-octahydro-naphthacene-2-carboxylic acid amide CN(C1C(=C(C(C2(C(=C3C(C4=C(C=CC(=C4CC3CC12)N(C)C)O)=O)O)O)=O)C(=O)N)O)C